(Z)-dec-3-en-1-ol C(C\C=C/CCCCCC)O